p-methoxy-phenyl-boronic acid COC1=CC=C(C=C1)B(O)O